tert-butyl (2RS)-2-(hydroxymethyl)azetidine-1-carboxylate OC[C@@H]1N(CC1)C(=O)OC(C)(C)C |r|